methyl 2-(2-((5-fluoro-4-(7-fluoro-3-isopropyl-2-methyl-benzimidazol-5-yl)pyrimidin-2-yl)-(2-methoxy-2-oxoacetyl)amino)-7,8-dihydro-5H-1,6-naphthyridin-6-yl)-2-oxoacetate FC=1C(=NC(=NC1)N(C1=NC=2CCN(CC2C=C1)C(C(=O)OC)=O)C(C(=O)OC)=O)C1=CC2=C(N=C(N2C(C)C)C)C(=C1)F